NC1=CC(=C2C=C(N=NC2=C1)C1CCN(CC1)C(=O)OC(C)(C)C)F tert-Butyl 4-(7-amino-5-fluoro-cinnolin-3-yl)piperidine-1-carboxylate